6-bromo-4-(6-(6-((6-methoxypyridin-3-yl)methyl)-3,6-Diazabicyclo[3.1.1]heptan-3-yl)pyridin-3-yl)pyrazolo[1,5-a]pyridine-3-carbonitrile BrC=1C=C(C=2N(C1)N=CC2C#N)C=2C=NC(=CC2)N2CC1N(C(C2)C1)CC=1C=NC(=CC1)OC